8-(4-(5-methyl-3-(trifluoromethyl)-1H-pyrazol-1-yl)benzyl)-2-(methylthio)pyrido[2,3-d]pyrimidin-7(8H)-one CC1=CC(=NN1C1=CC=C(CN2C(C=CC3=C2N=C(N=C3)SC)=O)C=C1)C(F)(F)F